6-Chloro-1-methyl-N-(prop-2-yn-1-yl)-1,2-dihydro-3H-benzo[e]indole-3-carboximidamide ClC1=CC=CC=2C=3C(CN(C3C=CC21)C(NCC#C)=N)C